(S)-2-((4-(6-(8-cyano-1,3,4,5-tetrahydro-2H-benzo[c]azepin-2-yl)pyridin-2-yl)piperazin-1-yl)methyl)-1-(oxetan-2-ylmethyl)-1H-benzo[d]imidazole-6-carboxylic acid C(#N)C=1C=CC2=C(CN(CCC2)C2=CC=CC(=N2)N2CCN(CC2)CC2=NC3=C(N2C[C@H]2OCC2)C=C(C=C3)C(=O)O)C1